(2R,3R,4S,5R,6S)-2-bromo-6-(methoxycarbonyl)tetrahydro-2H-pyran tert-butyl-2-bromo-2-(5-fluoro-2-(trans-3-methoxytetrahydro-2H-pyran-4-yl)phenyl)acetate C(C)(C)(C)OC(C(C1=C(C=CC(=C1)F)[C@H]1[C@@H](COCC1)OC)Br)=O.Br[C@H]1O[C@@H](CCC1)C(=O)OC